4-Amino-N,N,3-trimethylbenzamide CC1=C(C=CC(=C1)C(=O)N(C)C)N